acryloyloxy-3-propyl phosphate P(=O)(OC(CC)OC(C=C)=O)([O-])[O-]